N[C@@H](CCSC)C(=O)O L-methionin